FC=1C=C2C(=CC(=CC2=CC1)O)C1=C(C=2N=C(N=C(C2C(=N1)C#CC)N1CCOCC2(CCO2)C1)OC[C@H]1N(CCC1)C)F 6-fluoro-4-(8-fluoro-2-(((S)-1-methylpyrrolidin-2-yl)methoxy)-5-(propynyl)-4-(1,6-dioxa-9-azaspiro[3.6]dec-9-yl)pyrido[4,3-d]pyrimidin-7-yl)naphthalen-2-ol